C(=C)C=1C=CC=C2C(C=COC12)=O 8-vinyl-chromen-4-one